P(OC(CCC)CCCC)([O-])[O-] butylbutyl phosphite